1-[(5-fluoro-3-pyridinyl)methyl]-3-methyl-6-(3,4,5-trifluorophenyl)imidazo[4,5-b]pyridin-2-one FC=1C=C(C=NC1)CN1C(N(C2=NC=C(C=C21)C2=CC(=C(C(=C2)F)F)F)C)=O